2-(6-Chloro-benzothiazol-2-ylamino)-1-methyl-1H-benzoimidazole-5-carboxylic acid (2-oxo-2-thiomorpholin-4-yl-ethyl)-amide O=C(CNC(=O)C1=CC2=C(N(C(=N2)NC=2SC3=C(N2)C=CC(=C3)Cl)C)C=C1)N1CCSCC1